C1NCC12CCN(CC2)C2=CC=C(C=C2)NC=2N=CC1=C(N2)N(C(=C1)C1CC1)C1=CC=CC(=N1)N=S(=O)(C)C (6-(2-((4-(2,7-diazaspiro[3.5]nonan-7-yl)phenyl)amino)6-cyclopropyl-7H-pyrrolo[2,3-d]pyrimidin-7-yl)pyridin-2-yl-imino)dimethyl-λ6-sulfanone